6-(1-Benzylpyrazol-4-yl)-2-methyl-morpholin-3-one C(C1=CC=CC=C1)N1N=CC(=C1)C1OC(C(NC1)=O)C